O[C@@H]1C[C@H]([N+](C1)(C)C)C(=O)N1CCNCC1 [(2S,4R)-4-hydroxy-1,1-dimethyl-pyrrolidin-1-ium-2-yl]-piperazin-1-yl-methanone